cyclopent-2,4-dien-1-yl-(diphenyl)phosphorus C1(C=CC=C1)P(C1=CC=CC=C1)C1=CC=CC=C1